FC=1C=C(C=CC1)S(=O)(=O)N1CC=C(CC1)C=1C=C(C=NC1)O 5-(1-((3-fluorophenyl)sulfonyl)-1,2,5,6-tetrahydropyridin-4-yl)-3-hydroxy-pyridine